C(C)(C)(C)N(C([O-])=O)C1=CC(=CC(=C1)OC)CC#N.C(=C)C1=CC=[N+](C=C1)C 4-vinyl-N-methyl-pyridinium tert-Butyl-(3-(cyanomethyl)-5-methoxyphenyl)carbamate